CC1=C(C=C(C=C1)NC(=O)C1C2CCC1CC2)C2=NN(C=N2)C N-(4-methyl-3-(1-methyl-1H-1,2,4-triazol-3-yl)phenyl)bicyclo[2.2.1]heptane-7-carboxamide